ClC1=CC2=C([C@H](C3=C(N(S2(=O)=O)C)C=CC=C3)NCCCCCCC(=O)OCC)C=C1 Ethyl 7-[[(11S)-3-chloro-6-methyl-5,5-dioxo-11H-benzo[c][1,2]benzothiazepin-11-yl]amino]heptanoate